ClC=1C=CC(=NC1)OC(=O)N1C[C@@H](CC(C1)(F)F)N1C(C(CCC1)OCC1=CC=CC=C1)=O (3'R)-3-(benzyloxy)-5',5'-difluoro-2-oxo[1,3'-bipiperidine]-1'-carboxylic acid 5-chloropyridin-2-yl ester